C(C)N(CCNC(=O)C=1C(=C(NC1C)\C=C\1/C(N(C2=CC=C(C=C12)F)C(=O)OCCCCNC(=O)OC(C)(C)C)=O)C)CC 4-((tert-butoxycarbonyl)amino)butyl (Z)-3-((4-((2-(diethylamino)ethyl)carbamoyl)-3,5-dimethyl-1H-pyrrol-2-yl)methylene)-5-fluoro-2-oxoindoline-1-carboxylate